bis(trifluoro-methylsulfonyloxy)copper FC(S(=O)(=O)O[Cu]OS(=O)(=O)C(F)(F)F)(F)F